C(C)OC(=O)C1=C(SC=C1C1=CC(=CC=C1)Cl)NC(=O)NCCCCN1CCCC1 4-(3-chlorophenyl)-2-{3-[4-(pyrrolidin-1-yl)butyl]ureido}thiophene-3-carboxylic acid ethyl ester